BrC1=C(C=C2CN(C(C2=C1)=O)C1C(NC(CC1)=O)=O)CN(C)C1CCN(CC1)C1=NC(=CC=C1)C1=CN=C2N1N=C(C=C2)N2[C@H](CCC2)C2=CC(=CC=C2)F 3-(6-bromo-5-(((1-(6-(6-((R)-2-(3-fluorophenyl)pyrrolidin-1-yl)imidazo[1,2-b]pyridazin-3-yl)pyridin-2-yl)piperidin-4-yl)(methyl)amino)methyl)-1-oxoisoindolin-2-yl)piperidine-2,6-dione